ClC1=NC=2C(=C(C3=C(N4N(C=5C=CC=CC5CC4)C3)N2)C)N=C1Cl 10,11-dichloro-13-methyl-5,6-dihydro-14H-pyrazino[2'',3'':5',6']pyrido[2',3':3,4]pyrazolo[1,2-a]cinnoline